4-iodo-t-butylbenzene IC1=CC=C(C=C1)C(C)(C)C